2-((4-((3-((2-Chloro-4-methylphenoxy)methyl)phenyl)difluoromethyl)piperidin-1-yl)methyl)-1-((1-ethyl-1H-imidazol-5-yl)methyl)-1H-benzo[d]imidazole-6-carboxylic acid ClC1=C(OCC=2C=C(C=CC2)C(C2CCN(CC2)CC2=NC3=C(N2CC2=CN=CN2CC)C=C(C=C3)C(=O)O)(F)F)C=CC(=C1)C